4-((2-ethyl-4-((methoxymethoxy)carbonyl)-3,5,6-trimethyl phenoxy)carbonyl)-3-hydroxy-2,5-dimethylphenyl 4-((4-(benzyloxy)-2-methoxy-6-methylbenzoyl)oxy)-3-bromo-2,5,6-trimethylbenzoate C(C1=CC=CC=C1)OC1=CC(=C(C(=O)OC2=C(C(=C(C(=O)OC3=C(C(=C(C(=C3)C)C(=O)OC3=C(C(=C(C(=C3C)C)C(=O)OCOC)C)CC)O)C)C(=C2C)C)C)Br)C(=C1)C)OC